(3R,4R)-1-(1-((5-Chloro-2-pyridinyl)methyl)-5-fluoro-1H-benzimidazol-2-yl)-4-fluoro-3-piperidinamin ClC=1C=CC(=NC1)CN1C(=NC2=C1C=CC(=C2)F)N2C[C@H]([C@@H](CC2)F)N